ClCCN1C[C@H](CC1)F (3S)-1-(2-chloroethyl)-3-fluoropyrrolidine